NCCC=1C=NC(=NC1)C1=C(C=C(C#N)C=C1)CN1N=NC(=C1)C1=CC=CC=C1 4-[5-(2-aminoethyl)pyrimidin-2-yl]-3-[(4-phenyltriazol-1-yl)methyl]benzonitrile